[1,8-naphthyridin-4-yl]methanone N1=CC=C(C2=CC=CN=C12)C=O